(2S,4R)-methyl-4-hydroxypyrrolidine-2-carboxylic acid methyl ester COC(=O)[C@H]1N(C[C@@H](C1)O)C